tert-butyl (5S,5aS,6S,9R)-2-chloro-1-fluoro-5-methyl-12-((methylthio)methyl)-5a,6,7,8,9,10-hexahydro-5H-4-oxa-3,10a,11,13,14-pentaaza-6,9-methanonaphtho[1,8-ab]heptalene-14-carboxylate ClC=1C(=C2N=C(N=C3C2=C(O[C@H]([C@@H]2[C@@H]4CC[C@H](CN32)N4C(=O)OC(C)(C)C)C)N1)CSC)F